ClC1=CC(=NC(=C1C(=O)O)NC1=C(C=NN1C(C)C)C)Cl 4,6-dichloro-2-((1-isopropyl-4-methyl-1H-pyrazol-5-yl)amino)nicotinic acid